2-(2-cyano-N-methylacetylamino)-N-phenylpentanamide C(#N)C(C(=O)NC(C(=O)NC1=CC=CC=C1)CCC)C